7-morpholino-5-(3-phenyl-1H-pyrazol-1-yl)-2-(1-(3-((tetrahydro-2H-pyran-2-yl)oxy)propyl)-1H-pyrazol-4-yl)furo[3,2-b]pyridine O1CCN(CC1)C1=C2C(=NC(=C1)N1N=C(C=C1)C1=CC=CC=C1)C=C(O2)C=2C=NN(C2)CCCOC2OCCCC2